Cl.ClC=1C=C2CN(CC2=CC1)C(=O)NCC(C1=CSC=C1)N(C)C 5-chloro-N-(2-(dimethylamino)-2-(thiophen-3-yl)ethyl)isoindoline-2-carboxamide hydrochloride